4-amino-3,5-diisopropylbenzoic acid NC1=C(C=C(C(=O)O)C=C1C(C)C)C(C)C